Dimethyl {2-[3-cyano-4-(morpholin-4-yl)phenyl]-2-oxoethyl}propanedioate C(#N)C=1C=C(C=CC1N1CCOCC1)C(CC(C(=O)OC)C(=O)OC)=O